N'-dimethylacrylurea CC(=CC(=O)NC(N)=O)C